[Si](C)(C)(C(C)(C)C)[C@@]1([C@@H](O[C@@H]([C@]1(O)[Si](C)(C)C(C)(C)C)CO[Si](C)(C)C(C)(C)C)N1C=NC=2C(=O)NC(N)=NC12)O 2',3',5'-O-tris(tert-butyldimethylsilyl)guanosine